2-Bromo-3-[(methylsulfinyl)methyl]-N-(1-methyl-1H-tetrazol-5-yl)-4-(trifluoromethyl)benzamide BrC1=C(C(=O)NC2=NN=NN2C)C=CC(=C1CS(=O)C)C(F)(F)F